diethylbenzylaluminum C(C)[Al](CC1=CC=CC=C1)CC